4,4'-bis(methylethylamino)benzophenone CN(C1=CC=C(C(=O)C2=CC=C(C=C2)N(CC)C)C=C1)CC